COC1=CC(=CC=2OCCOC21)CCC(=O)N 3-(5-methoxy-2,3-dihydro-1,4-benzodioxin-7-yl)propanamide